(5-amino-1-{6-[(2,6-difluorophenyl)oxy]-4-methylpyridin-3-yl}pyrazol-4-yl)[6-(hexahydropyridin-4-yl)-6,7,8,9-tetrahydro-3H-pyrrolo[3,2-f]quinolin-2-yl]methanone NC1=C(C=NN1C=1C=NC(=CC1C)OC1=C(C=CC=C1F)F)C(=O)C1=CC2=C3CCCN(C3=CC=C2N1)C1CCNCC1